Tert-butyl (R) and (S)-6-(3-(2,2-dimethyl-4-(2-morpholinoethoxy)piperidin-1-yl)-5-methyl-1H-pyrazol-1-yl)-2-azaspiro[3.3]heptane-2-carboxylate CC1(N(CC[C@H](C1)OCCN1CCOCC1)C1=NN(C(=C1)C)C1CC2(CN(C2)C(=O)OC(C)(C)C)C1)C |r|